Sodium (Z)-1-cyano-3-ethoxy-3-oxoprop-1-en-2-olate C(#N)\C=C(\C(=O)OCC)/[O-].[Na+]